S-methyl-cysteine CSC[C@H](N)C(=O)O